C1(=CC=CC=C1)CC[Si](Cl)(Cl)Cl β-phenylethyl-trichlorosilane